CC1=CC=CC(=N1)C1=NC=CC(=N1)NC1=NC(=NC=C1)NC1=CC=C(C=C1)N([C@@H]1CNCC1)C N4-[2-(6-methyl-2-pyridyl)pyrimidin-4-yl]-N2-[4-[methyl-[(3S)-pyrrolidin-3-yl]amino]phenyl]pyrimidine-2,4-diamine